CC(CCNC1=C(C(=O)O)C=CC=C1S(N)(=O)=O)(C)C (3,3-dimethylbutylamino)-3-sulfamoyl-benzoic acid